P(O)(=O)(OP(=O)(O)OP(=O)(O)O)OC[C@@H]1[C@H]([C@H]([C@@H](O1)C1=CN(C(=O)NC1=O)CC)O)O.CN1N=C2N=CC(=CC2=C1)C(C=CC1CC2(COC2)C1)=O 1-(2-methyl-2H-pyrazolo[3,4-b]pyridin-5-yl)-3-(2-oxaspiro[3.3]heptan-6-yl)prop-2-en-1-one N1-ethylpseudouridine-5'-triphosphate